ethyl 1H-pyrrolo[3,2-c]pyridine-2-carboxylate N1C(=CC=2C=NC=CC21)C(=O)OCC